behenyl-propyl-dibutyl-amine C(CCCCCCCCCCCCCCCCCCCCC)C(CCC)N(CCCC)CCC